Methyl N-(2-((S)-1-(2,3-difluorobenzyl)-5-oxopyrrolidin-2-yl)acetyl)-O-methyl-L-threonyl-D-phenylalaninate FC1=C(CN2[C@@H](CCC2=O)CC(=O)N[C@@H]([C@H](OC)C)C(=O)N[C@H](CC2=CC=CC=C2)C(=O)OC)C=CC=C1F